CC1=C2CC(CC2=C(C(=C1C)B1N(C=2C3=C(N1)C=CC=C3C=CC2)CC2=C(C=CC=C2)C)C)(C(=O)OC)C(=O)OC (S)-dimethyl 4,5,7-trimethyl-6-(1-(2-methylbenzyl)-1H-naphtho[1,8-de][1,3,2]diazaborinin-2(3H)-yl)-1,3-dihydro-2H-indene-2,2-dicarboxylate